OC[C@@H](C1=CC=CC=C1)NC(CC(CC(=O)O)(C)C)=O (R)-5-((2-hydroxy-1-phenylethyl)amino)-3,3-dimethyl-5-oxopentanoic acid